Cl.NCC(CCC(=O)O)=O L-5-aminolevulinic acid hydrochloride